(2-chloro-4-(1-(piperidin-4-yl)azetidin-3-ylamino)phenyl)(4-methylpiperazin-1-yl)methanone ClC1=C(C=CC(=C1)NC1CN(C1)C1CCNCC1)C(=O)N1CCN(CC1)C